O(C1=CC=CC=C1)P(OC(C)C)OC1=CC=CC=C1 diphenoxyisopropoxyphosphine